C(=O)(O)C1=CC=C(C=C1)C(=C(C1=CC=CC=C1)C1=CC=CC=C1)C1=CC=CC=C1 monocarboxyl-tetraphenyl-ethylene